4,7,9-trimethylpyrido[3',2':4,5]thieno[3,2-d]pyrimidine CC=1C2=C(N=CN1)C1=C(S2)N=C(C=C1C)C